3-amino-N-((3-fluoropyridin-2-yl)methyl)-6-(3-methyl-3H-benzo[d]imidazol-5-yl)-5-(oxazol-2-yl)pyrazine-2-carboxamide 5-phenyl-5H-pyrrolo[3,2-d]Pyrimidineformate C1(=CC=CC=C1)N1C=CC=2N=C(N=CC21)C(=O)O.NC=2C(=NC(=C(N2)C=2OC=CN2)C2=CC1=C(N=CN1C)C=C2)C(=O)NCC2=NC=CC=C2F